N-(4-fluorophenyl)-5-isopropylbenzamide FC1=CC=C(C=C1)NC(C1=CC=CC(=C1)C(C)C)=O